2-(4-(4H-1,2,4-triazol-3-yl)piperidin-1-yl)-3-(6-fluoropyridin-3-yl)benzonitrile N=1N=C(NC1)C1CCN(CC1)C1=C(C#N)C=CC=C1C=1C=NC(=CC1)F